2-((5-nitroisoindolin-2-yl)methyl)-4H-pyran-4-one [N+](=O)([O-])C=1C=C2CN(CC2=CC1)CC=1OC=CC(C1)=O